(fluoro(2-(((3S,6S,9aS)-5-oxo-3-(3-(4-oxopyrimidin-1(4H)-yl)azetidine-1-carbonyl)octahydro-1H-pyrrolo[1,2-a]azepin-6-yl)carbamoyl)benzo[b]thiophen-5-yl)methyl)phosphonic acid FC(C1=CC2=C(SC(=C2)C(N[C@H]2CCC[C@@H]3N(C2=O)[C@@H](CC3)C(=O)N3CC(C3)N3C=NC(C=C3)=O)=O)C=C1)P(O)(O)=O